O=C(C(=O)[O-])C(CC)C 2-Oxo-3-methyl-valerate